1-[5-[[5-(1H-benzimidazol-2-yl)-1-[(4-methoxyphenyl)methyl]-pyrazol-3-yl]carbamoyl]-2-pyridyl]piperidine-4-carboxylic acid N1C(=NC2=C1C=CC=C2)C2=CC(=NN2CC2=CC=C(C=C2)OC)NC(=O)C=2C=CC(=NC2)N2CCC(CC2)C(=O)O